(6-(2-oxo-1-phenyl-1,2,4,5,6,7-Hexahydropyrazolo[1,5-a]pyridine-3-carboxamido)pyridin-3-yl)boronic acid O=C1N(N2C(CCCC2)=C1C(=O)NC1=CC=C(C=N1)B(O)O)C1=CC=CC=C1